NC1=NC(=C(C=2N1C(N(N2)CC=2C(=NN(C2)CC2=CC=CC=C2)C2=CC(=CC=C2)OC)=O)C2=CC(=NC(=C2)C)C)C2=CC=CC=C2 5-amino-2-[[1-benzyl-3-(3-methoxyphenyl)pyrazol-4-yl]methyl]-8-(2,6-dimethyl-4-pyridinyl)-7-phenyl-[1,2,4]triazolo[4,3-c]pyrimidin-3-one